((trans-3-cyanocyclobutyl)amino)-2-(methylthio)pyrimidine-5-carboxylic acid ethyl ester C(C)OC(=O)C=1C(=NC(=NC1)SC)N[C@@H]1C[C@H](C1)C#N